CN1N=CC(=C1)C1=NN2C(=NC3=C(C=CC=C3C2=N1)C(=O)OC)N[C@H]1C(NCCCC1)=O methyl 2-(1-methyl-1H-pyrazol-4-yl)-5-{[(3R)-2-oxoazepan-3-yl]amino}[1,2,4]triazolo[1,5-c]quinazoline-7-carboxylate